NCCC[SiH2]C(OCC)OCC 3-aminopropyl-diethoxymethylsilane